N[C@H](C(=O)OCC)CC1=C(C=CC(=C1)Cl)Br Ethyl (S)-2-amino-3-(2-bromo-5-chlorophenyl)propanoate